1-(3,4-dichlorobenzyl)-3-(3,5-dimethylisoxazol-4-yl)-4-oxo-4H-pyrido[1,2-a]pyrimidinium ClC=1C=C(C[N+]2=C3N(C(C(=C2)C=2C(=NOC2C)C)=O)C=CC=C3)C=CC1Cl